ClC1=NC(=NC=2N1N=CC2C(C)C)OC2CCN(CC2)C 4-chloro-8-isopropyl-2-((1-methylpiperidin-4-yl)oxy)pyrazolo[1,5-a][1,3,5]triazine